COC(=O)C=1N(C=C(C(C1OCC1=CC=CC=C1)=O)C(NCC1=C(C=C(C=C1F)F)F)=O)NC(=O)OC(C)(C)C 3-(benzyloxy)-1-((tert-butoxycarbonyl)amino)-4-oxo-5-((2,4,6-trifluorobenzyl)carbamoyl)-1,4-dihydropyridine-2-carboxylic acid methyl ester